NC1=NC(=C(C=2N1N=C(N2)CN2N=NN=C2C2=NC=CC=N2)C2=NC=NC=C2)C=2C=C(C#N)C=CC2 3-(5-amino-2-((5-(pyrimidin-2-yl)-1H-tetrazol-1-yl)methyl)-8-(pyrimidin-4-yl)-[1,2,4]triazolo[1,5-c]pyrimidin-7-yl)benzonitrile